N-(1'-(4-methyl-6-(1-methyl-1H-pyrazol-4-yl)pyridin-2-yl)-1',2'-dihydrospiro[cyclopropane-1,3'-pyrrolo[3,2-c]pyridin]-6'-yl)acetamide CC1=CC(=NC(=C1)C=1C=NN(C1)C)N1CC2(C=3C=NC(=CC31)NC(C)=O)CC2